CC(CN1CCC(CC1)C1=C(N=C(S1)C1=NNC(=C1CC(F)(F)F)C=1C=C(C=2N(C1)N=CN2)C)C)(C)O 2-methyl-1-(4-(4-methyl-2-(5-(8-methyl-[1,2,4]triazolo[1,5-a]pyridin-6-yl)-4-(2,2,2-trifluoroethyl)-1H-pyrazol-3-yl)thiazol-5-yl)piperidin-1-yl)propan-2-ol